4-(5-methoxybenzo[d]oxazol-2-yl)-N1-(methyl-d3)-2,7-naphthyridine-1,6-diamine COC=1C=CC2=C(N=C(O2)C2=CN=C(C3=CN=C(C=C23)N)NC([2H])([2H])[2H])C1